tert-butyl (2'R,3'S)-2'-hydroxy-3'-((S)-5H-imidazo[5,1-a]isoindol-5-yl)-3-azaspiro[bicyclo[3.2.1]octane-8,1'-cyclobutane]-3-carboxylate O[C@H]1C2(C[C@H]1[C@@H]1N3C(C4=CC=CC=C14)=CN=C3)C3CN(CC2CC3)C(=O)OC(C)(C)C